CP(OC)(OCC1(COP(OC1)(=O)C)CC)=O methyl (5-ethyl-2-methyl-2-oxido-1,3,2-dioxaphosphinan-5-yl)methyl methylphosphonate